2,7,9-TRIMETHYLACRIDINE-3,6-diamine CC1=CC2=C(C3=CC(=C(C=C3N=C2C=C1N)N)C)C